N1=CN=CC=2OCCCNC21 6,7,8,9-tetrahydropyrimido[5,4-b][1,4]oxazepine